FC1=C(C=C(C=C1C)C1=C(C=C(C=C1C)F)CCCC=CC)[C@H](CC(=O)OCC)NC([C@@H](CCC=C)OS(=O)(=O)C)=O Ethyl (S)-3-(4,4'-difluoro-2'-(hex-4-en-1-yl)-5,6'-dimethyl-[1,1'-biphenyl]-3-yl)-3-((R)-2-((methylsulfonyl)oxy)hex-5-enamido)propanoate